C(C)(C)(C)OC(=O)N[C@H](C(=O)O)C[C@H]1C(NCC1)=O (2S)-2-(tert-butoxycarbonylamino)-3-[(3S)-2-oxopyrrolidin-3-yl]propanoic acid